2-((1S,4S)-4-(6-Fluoroquinolin-4-yl)cyclohexyl)propionamide FC=1C=C2C(=CC=NC2=CC1)C1CCC(CC1)C(C(=O)N)C